tert-butyl 6-[[4-(trifluoromethylsulfonyl) phenyl] methyl]-2-azaspiro[3.3]heptane-2-carboxylate FC(S(=O)(=O)C1=CC=C(C=C1)CC1CC2(CN(C2)C(=O)OC(C)(C)C)C1)(F)F